C(C)(C)(C)OC(=O)N([C@@H](C(=O)O)CC1=CC=C(C=C1)C1=CC=C(C=C1)OC1=CC=CC=C1)C (R)-2-((tert-butoxycarbonyl)(methyl)amino)-3-(4'-phenoxy-[1,1'-biphenyl]-4-yl)propionic acid